N1(N=CC=C1)C=1C=C(C=C(C1)N1N=CC=C1)O 3,5-bis(1H-pyrazol-1-yl)phenol